8-(8,8-difluoro-6-azaspiro[3.4]octan-2-yl)-N-(1-(methylsulfonyl)piperidin-4-yl)quinazolin-2-amine FC1(CNCC12CC(C2)C=2C=CC=C1C=NC(=NC21)NC2CCN(CC2)S(=O)(=O)C)F